C(#N)CC1(CN(C1)C=1N=CC(=NC1)C(=O)NC(C)C)N1N=CC(=C1)C=1C2=C(N=CN1)NC=C2 5-{3-(cyano-methyl)-3-[4-(7H-pyrrolo[2,3-d]-pyrimidin-4-yl)-1H-pyrazol-1-yl]-azetidin-1-yl}-N-isopropylpyrazine-2-carboxamide